2,8-dimethyl-6-[2-(piperidin-4-yl)-1,3-benzothiazol-6-yl]imidazo[1,2-b]pyridazine CC=1N=C2N(N=C(C=C2C)C2=CC3=C(N=C(S3)C3CCNCC3)C=C2)C1